N1C=NC2=C1C=CC(=C2)N2C(C(C2C2=C(C=C(C=C2F)C=2C=NN(C2)C(F)(F)F)F)C)=O 1-(1H-benzo[d]imidazol-5-yl)-4-(2,6-difluoro-4-(1-(trifluoromethyl)-1H-pyrazol-4-yl)phenyl)-3-methyl-azetidin-2-one